S1C(=NC=C1)C=1N(C=CC1C=O)S(=O)(=O)C1=CC=C(C)C=C1 2-thiazol-2-yl-1-(toluene-4-sulfonyl)-1H-pyrrol-3-carbaldehyde